4-[5-(5-acetyl-2-thienyl)-3-methyl-2-pyridinyl]-2-[2-(aminomethyl)-3,3-difluoro-allyl]-1,2,4-triazol-3-one C(C)(=O)C1=CC=C(S1)C=1C=C(C(=NC1)N1C(N(N=C1)CC(=C(F)F)CN)=O)C